perfluorophenyl 5-((1R)-fluoro((((S)-1-oxo-1-propoxypropan-2-yl)amino)(phenoxy) phosphoryl)methyl)benzo[b]thiophene-2-carboxylate F[C@@H](C1=CC2=C(SC(=C2)C(=O)OC2=C(C(=C(C(=C2F)F)F)F)F)C=C1)P(=O)(OC1=CC=CC=C1)N[C@H](C(OCCC)=O)C